BrC1=CC=CC(=N1)[C@H]1[C@@H](C1)N trans-2-(6-bromopyridin-2-yl)cyclopropylamine